FC1=CC(=C2C(=NNC2=C1)I)OC 6-fluoro-3-iodo-4-methoxy-1H-indazole